(13S)-13-hydroperoxyoctadeca-9,11-dienoate O(O)[C@H](C=CC=CCCCCCCCC(=O)[O-])CCCCC